Rac-4-((5aR,6S,7S,8R,8aS)-3-chloro-7-((3,3-difluoroazetidin-1-yl)methyl)-8,8a-dihydroxy-1-methoxy-6-phenyl-6,7,8,8a-tetrahydro-5aH-cyclopenta[4,5]furo-[3,2-c]pyridin-5a-yl)benzonitrile ClC1=CC2=C(C(=N1)OC)[C@]1([C@@](O2)([C@@H]([C@H]([C@H]1O)CN1CC(C1)(F)F)C1=CC=CC=C1)C1=CC=C(C#N)C=C1)O |r|